O1C(CCCC1)O[C@@H](C)C=1N(C=CN1)CC1=NOC(=C1)C1=CC=C(C=C1)C#CC1=CC=C(CNCCO)C=C1 2-((4-((4-(3-((2-((1S)-1-((tetrahydro-2H-pyran-2-yl)oxy)ethyl)-1H-imidazol-1-yl)methyl)isoxazol-5-yl)phenyl)ethynyl)benzyl)amino)ethan-1-ol